6-Bromomethyl-2-[1-methyl-(trifluoromethylthio)benzimidazol-2-yl]pyridine-3-carboxylic acid ethyl ester C(C)OC(=O)C=1C(=NC(=CC1)CBr)C1=NC2=C(N1C)C=CC=C2SC(F)(F)F